COCCN[C@]1(C(CCCC1)=O)C1=CC=CC=C1 (S)-2-((2-methoxyethyl)amino)-2-phenylcyclohexan-1-one